ClC1=CC=C2C(=CC=NC2=C1)S(=O)(=O)NC=1C(=NC(=C(C1)F)OC(F)F)OC 7-chloro-N-[6-(difluoromethoxy)-5-fluoro-2-methoxy-3-pyridyl]quinoline-4-sulfonamide